N1C=C(C2=CC=CC=C12)CC(CCCC)NC(=O)C1=CN=C(S1)N1CCN(CC1)CCOCCOCCOCCOC=1C=C2C(N(C(C2=CC1)=O)C1C(NC(CC1)=O)=O)=O N-(1-(1H-indol-3-yl)hexan-2-yl)-2-(4-(2-(2-(2-(2-((2-(2,6-dioxopiperidin-3-yl)-1,3-dioxoisoindolin-5-yl)oxy)ethoxy)ethoxy)ethoxy)ethyl)piperazin-1-yl)thiazole-5-carboxamide